6-chloro-4-((2S)-2-methyl-4-(2-propenoyl)-1-piperazinyl)-1-(2-(2-propanyl)phenyl)-7-(1H-pyrrol-2-yl)pyrido[2,3-d]pyrimidin-2(1H)-one ClC1=CC2=C(N(C(N=C2N2[C@H](CN(CC2)C(C=C)=O)C)=O)C2=C(C=CC=C2)C(C)C)N=C1C=1NC=CC1